CN1CC2CCC(C1)N2CCOC2=CC=C1C(=CC(OC1=C2C(=O)N2CCCC1=CC=CC=C21)=O)CCC 7-(2-(3-Methyl-3,8-diazabicyclo[3.2.1]octan-8-yl)ethoxy)-4-propyl-8-(1,2,3,4-tetrahydroquinoline-1-carbonyl)-2H-chromen-2-one